ClC1=CC=C2C(=N1)NC(=C2)C(=O)NC2=C(C=CC=C2)Cl 6-chloro-N-(2-chlorophenyl)-1H-pyrrolo[2,3-b]pyridine-2-carboxamide